3-[6-[2-[1-(4-aminophenyl)-4-piperidyl]-2,8-diazaspiro[4.5]decan-8-yl]-5-fluoro-1-oxo-isoindolin-2-yl]piperidine-2,6-dione NC1=CC=C(C=C1)N1CCC(CC1)N1CC2(CC1)CCN(CC2)C2=C(C=C1CN(C(C1=C2)=O)C2C(NC(CC2)=O)=O)F